C(C)C=1NC2=CC=CC=C2C1C=O 2-ETHYL-1H-INDOLE-3-CARBALDEHYDE